methylpenam CC1S[C@H]2N(C1)C(C2)=O